FC=1C=C(C=C(C1)OCC(C)C)C1=CC=C(C(=N1)N1C(C[C@@H](C1)C)(C)C)C(=O)NS(=O)(=O)C1=C(C=CC=C1)O 6-(3-Fluoro-5-isobutoxyphenyl)-N-(2-hydroxyphenyl)sulfonyl-2-[(4S)-2,2,4-trimethylpyrrolidin-1-yl]pyridin-3-carboxamid